COC=1C=C2C(=CNC2=CC1)C([2H])([2H])[C@H]1N(CCC1)C (S)-5-methoxy-3-((1-methylpyrrolidin-2-yl)methyl-d2)-1H-indole